NC1=C(C=C(C(=C1)F)O)C(CC)=O 1-(2-amino-4-fluoro-5-hydroxyphenyl)propan-1-one